(2-(ethylamino)-2-oxoethyl)carbamic acid tert-butyl ester C(C)(C)(C)OC(NCC(=O)NCC)=O